2-(4-(6-((4-Cyano-2-oxopyridin-1(2H)-yl)methoxy)pyridin-2-yl)-2-fluorobenzyl)-1-(2-methoxyethyl)-1H-benzo[d]imidazole-6-carboxylic acid C(#N)C1=CC(N(C=C1)COC1=CC=CC(=N1)C1=CC(=C(CC2=NC3=C(N2CCOC)C=C(C=C3)C(=O)O)C=C1)F)=O